4-carbamoyl-4-{4-[(furan-2-yl-methyl)-amino]-1,3-dioxo-1,3-dihydro-isoindol-2-yl}-butyric acid C(N)(=O)C(CCC(=O)O)N1C(C2=CC=CC(=C2C1=O)NCC=1OC=CC1)=O